C1(OC(C=2C1=CSC2)=O)=O 3H-thieno[3,4-c]furan-1,3-dione